1-isothiocyanato-3-(methylsulfonyl)-propane N(=C=S)CCCS(=O)(=O)C